oxazole-carbonitrile O1C(=NC=C1)C#N